(2R)-5-(4-methoxybenzyl)pyrrolidine-2-carboxylic acid methyl ester COC(=O)[C@@H]1NC(CC1)CC1=CC=C(C=C1)OC